methylphosphonate boron [B+3].CP([O-])([O-])=O.CP([O-])([O-])=O.CP([O-])([O-])=O.[B+3]